2-octylmercapto-4,6-bis(3,5-di-t-butyl-4-hydroxyanilino)-1,3,5-triazine C(CCCCCCC)SC1=NC(=NC(=N1)NC1=CC(=C(C(=C1)C(C)(C)C)O)C(C)(C)C)NC1=CC(=C(C(=C1)C(C)(C)C)O)C(C)(C)C